4-(2-{[(3S)-piperidin-3-yl]amino}-5-(trifluoromethyl)pyrimidin-4-yl)-1,2-dihydroisoquinolin-1-one N1C[C@H](CCC1)NC1=NC=C(C(=N1)C1=CNC(C2=CC=CC=C12)=O)C(F)(F)F